ClC=1C(=CC2=C(N=C3C(N(C(N=C3N2CCO)=O)CC2=CC=C(C=C2)OC)=O)C1)CC 7-chloro-8-ethyl-10-(2-hydroxyethyl)-3-(4-methoxybenzyl)benzo[g]pteridine-2,4(3H,10H)-dione